cyclohexylmethyl-(3-isopropyl-2-methoxyphenyl)methoxysilane C1(CCCCC1)C[SiH2]OCC1=C(C(=CC=C1)C(C)C)OC